O=C1NC(CCC1N1C(C2=CC=C(C=C2C1O)OC[C@H]1CN(CC1)C(=O)OC(C)(C)C)=O)=O tert-butyl (3R)-3-(((2-(2,6-dioxopiperidin-3-yl)-3-hydroxy-1-oxoisoindolin-5-yl)oxy)methyl)pyrrolidine-1-carboxylate